C(C1=CC=CC=C1)OC1=C(C(=CC(=C1)Cl)O)C(=O)N1CC2=CC(=CC(=C2C1)N[C@@H]1COCC1)OC (S)-(2-(benzyloxy)-4-chloro-6-hydroxyphenyl)(6-methoxy-4-((tetrahydrofuran-3-yl)amino)isoindolin-2-yl)methanone